S1C=C(C=C1)C(=O)NC1=CC2=NC3=C(C=CC=C3C2=CC=C1)N(C)C 7-(3-thienoyl)amino-4-(dimethyl)aminocyclohepta[7,6-b]indole